C[Si](OC(CC)(C1=CC=CC=C1)C)(C)C trimethyl-(1-methyl-1-phenyl-propoxy)silane